(N-(1-((tert-butyldimethylsilyl)oxy)prop-2-yl)-4-chloro-6-methylpyridine) 3-sulfonylaminoethyl-3-fluorobenzoate S(=O)(=O)=NCCC1(CC(C(=O)O)=CC=C1)F.[Si](C)(C)(C(C)(C)C)OCC(C)N1CC=C(C=C1C)Cl